2-[[3-(2-amino-6-chloro-pyrimidin-4-yl)-1-(difluoromethyl)pyrazol-4-yl]methyl]-N-benzyl-thiazole-4-carboxamide NC1=NC(=CC(=N1)C1=NN(C=C1CC=1SC=C(N1)C(=O)NCC1=CC=CC=C1)C(F)F)Cl